(S)-N-(4-(3-bromophenyl)thiazol-2-yl)-1-(1-(methylsulfonyl)-1H-indole-3-carbonyl)pyrrolidine-2-carboxamide BrC=1C=C(C=CC1)C=1N=C(SC1)NC(=O)[C@H]1N(CCC1)C(=O)C1=CN(C2=CC=CC=C12)S(=O)(=O)C